5-(propan-2-yl)methylmorpholine-2-carboxylic acid CC(C)C1COC(CN1C)C(=O)O